C1(CC1)C(=O)NC1=NC=C(C(=O)N)C(=C1)NC1=C(C(=CC=C1)C=1C=NN(C1)[C@@H]1COC[C@H]1F)OC 6-(cyclopropanecarboxamido)-4-((3-(1-((3R,4S)-4-fluorotetrahydrofuran-3-yl)-1H-pyrazol-4-yl)-2-methoxyphenyl)amino)nicotinamide